(E)-1-ethoxy-2-(3-methoxyallyl)-4-(trifluoromethyl)benzene C(C)OC1=C(C=C(C=C1)C(F)(F)F)C\C=C\OC